FCCCN1C[C@H](CC1)OC1=CC=C(C=C1)C1=C(CCCC2=C1C=CC(=C2)O)C2=CC=C(C=C2)S(F)(F)(F)(F)F 5-[4-[(3S)-1-(3-fluoropropyl)pyrrolidin-3-yl]oxyphenyl]-6-[4-(pentafluoro-sulfanyl)phenyl]-8,9-dihydro-7H-benzo[7]annulen-2-ol